C(C)(C)(C)OC(=O)N1C[C@H](CC1)N1N=C(C=2C1=NC=NC2N)C#CC2=CC(=NC(=C2)OC)OC tert-butyl-(S)-3-(4-amino-3-((2,6-dimethoxypyridin-4-yl)ethynyl)-1H-pyrazolo[3,4-d]pyrimidin-1-yl)pyrrolidine-1-carboxylate